C(#N)C=1C=C(C=CC1)C1=NN2C(N=C(C=C2)C(=O)O)=C1 2-(3-cyanophenyl)pyrazolo[1,5-a]Pyrimidine-5-carboxylic acid